4-[5-chloranyl-2-[2-[6-[di(methyl)amino]-2-methyl-4-oxidanylidene-5,6,7,8-tetrahydroquinazolin-3-yl]ethoxy]phenyl]pyrrolo[1,2-b]pyridazine-7-carboxylate ClC=1C=CC(=C(C1)C=1C=2N(N=CC1)C(=CC2)C(=O)[O-])OCCN2C(=NC=1CCC(CC1C2=O)N(C)C)C